C(=O)(O)[C@H](O)[C@@H](O)C(=O)O.NC1=C2C(=NC=N1)N(N=C2C2=CC=C(C=C2)OC2=CC=CC=C2)C2CCN(CC2)C2CN(C2)C2CN(C2)C=2C=C1C(N(C(C1=CC2)=O)C2C(NC(CC2)=O)=O)=O 5-[3-[3-[4-[4-Amino-3-(4-phenoxyphenyl)pyrazolo[3,4-d]pyrimidin-1-yl]-1-piperidinyl]Azetidin-1-yl]azetidin-1-yl]-2-(2,6-dioxo-3-piperidinyl)isoindoline-1,3-dione L-Tartrate